N-(3-(diethylamino)propyl)-N-methyl-2-(m-tolyl)benzo[d]imidazo[2,1-b]thiazole-7-carboxamide formate C(=O)O.C(C)N(CCCN(C(=O)C1=CC2=C(N3C(S2)=NC(=C3)C=3C=C(C=CC3)C)C=C1)C)CC